2-(6-methoxy-1-(2-methoxyethyl)-1H-indol-2-yl)-3,4-dihydro-5-oxa-1,2a-diazaacenaphthylen-7-yl-methanone COC1=CC=C2C=C(N(C2=C1)CCOC)C1=NC=2C=C(C=C3OCCN1C23)C=O